C(C)(C)(C)OC(=O)N1C(CNCC1)CCOC1=CC(=CC=C1)CC(=O)OCC (2-(3-(2-ethoxy-2-oxoethyl)phenoxy)ethyl)piperazine-1-carboxylic acid tert-butyl ester